CC1=CC=C(C=C1)S(=O)(=O)[O-].[Sn+2].CC1=CC=C(C=C1)S(=O)(=O)[O-] Stannous p-toluenesulfonate